C1(=CC=CC=C1)C=1SC(=CN1)C(=O)N 2-phenyl-5-thiazolecarboxamide